CC=1C=C(C(=O)NCC(=O)N2CC3(OCCO3)CC2C(=O)N)C=CC1OC1=CC=CC=C1 7-((3-methyl-4-phenoxybenzoyl)glycyl)-1,4-dioxa-7-azaspiro[4.4]nonane-8-carboxamide